2-[[(1S)-1-[2-[(2S,6R)-2,6-dimethylmorpholin-4-yl]-7-methyl-4-oxo-pyrido[1,2-a]pyrimidin-9-yl]ethyl]amino]benzenesulfonamide C[C@H]1CN(C[C@H](O1)C)C=1N=C2N(C(C1)=O)C=C(C=C2[C@H](C)NC2=C(C=CC=C2)S(=O)(=O)N)C